C(=O)(O)COC1=CC=C(C=C1)C(C1=CC=C(C=C1)OS(=O)(=O)[O-])C1=NC=CC=C1 4-((4-(carboxymethoxy)phenyl)(pyridine-2-yl)methyl)phenylsulfate